COC(C1=CN=C(C(=C1N1C[C@@](CC1)(C)NC(=O)OC(C)(C)C)Br)OC)=O (S)-5-bromo-4-(3-((tert-Butoxycarbonyl)amino)-3-methylpyrrolidin-1-yl)-6-methoxynicotinic acid methyl ester